CN1C=2C(=NC=NC2NC(C1)=O)C=1C=C(SC1)C(=O)N 4-(5-methyl-7-oxo-5,6,7,8-tetrahydropteridin-4-yl)thiophene-2-carboxamide